1-(5-(2-propoxyphenyl)furan-2-yl)ethan-1-one C(CC)OC1=C(C=CC=C1)C1=CC=C(O1)C(C)=O